[Na+].[Na+].[Na+].[Na+].C(CN([C@@H](CC(=O)[O-])C(=O)[O-])CC(=O)[O-])(=O)[O-] L-aspartic Acid N,N-diacetic Acid Tetrasodium Salt